tert-butyl-rel-(6S,7R)-2-oxo-7-{[(4-oxocyclohexyl)oxy]methyl}-1,8-diazaspiro[5.5]-undecane-8-carboxylate C(C)(C)(C)OC(=O)N1[C@H]([C@]2(CCCC(N2)=O)CCC1)COC1CCC(CC1)=O |o1:8,9|